NC=1N=NSC1 amino-1,2,3-thiadiazole